heneicosan-9-ol CCCCCCCCC(CCCCCCCCCCCC)O